2-methyl-N1-((1R,3s,5S)-8-methyl-8-azabicyclo[3.2.1]oct-3-yl)benzene-1,4-diamine CC1=C(C=CC(=C1)N)NC1C[C@H]2CC[C@@H](C1)N2C